2-(7-((4-cyclopentyl-3-(trifluoromethyl)benzyl)oxy)-1,2,3,4-tetrahydrocyclopenta[b]indol-3-yl)acetic acid C1(CCCC1)C1=C(C=C(COC2=CC=3C4=C(NC3C=C2)C(CC4)CC(=O)O)C=C1)C(F)(F)F